FC(OC1=CC=C(C[C@@H]2CC3(CN(C3)C(=O)C3CC(C3)(C)O)CC2)C=C1)F |r| (rac)-(6-(4-(Difluoromethoxy)benzyl)-2-azaspiro[3.4]octan-2-yl)((1s,3s)-3-hydroxy-3-methylcyclobutyl)methanon